CN(C=1SC2=C(N1)C=CC(=C2)C2=CC1=CN(N=C1C(=C2)C(F)(F)F)C)C2CC(NC(C2)(C)C)(C)C N-methyl-6-[2-methyl-7-(trifluoromethyl)-2H-indazol-5-yl]-N-(2,2,6,6-tetramethylpiperidin-4-yl)-1,3-benzothiazol-2-amine